C1(C=CC=C1)[Pt](C([SiH3])(C)C)(C)CC1=CC=CC=C1 (cyclopentadienyl)dimethylbenzylmethyl-silylmethyl-platinum